2'-chloro-N-(5-(6-(difluoromethyl)-4-methylnicotinoyl)-5,6-dihydro-4H-pyrrolo[3,4-d]thiazol-2-yl)-5'-methoxy-6-methyl-[4,4'-bipyridine]-3-carboxamide ClC1=NC=C(C(=C1)C1=C(C=NC(=C1)C)C(=O)NC=1SC2=C(N1)CN(C2)C(C2=CN=C(C=C2C)C(F)F)=O)OC